15,17,21,23,29,35-hexamethyl-30-(pyrazin-2-ylmethoxy)-11,36-dioxa-4-azatricyclo[30.3.1.04,9]hexatriaconta-16,24,26,28-tetraene-2,3,10,14,20-pentone CC1C(CCOC(C2CCCCN2C(C(C2C(CCC(CC(C(=CC=CC=CC(CC(C(CCC(=C1)C)=O)C)C)C)OCC1=NC=CN=C1)O2)C)=O)=O)=O)=O